ethyl 4'-bromomethylbiphenyl-2-carboxylate BrCC1=CC=C(C=C1)C=1C(=CC=CC1)C(=O)OCC